tert-butyl (5R)-5-(4-chloro-2-methylbutanamido)-3,3-difluoropiperidine-1-carboxylate ClCCC(C(=O)N[C@@H]1CC(CN(C1)C(=O)OC(C)(C)C)(F)F)C